2-(6-Chloro-8-(trifluoromethoxy)imidazo[1,2-a]pyridin-2-yl)-N-(3-cyclopropyl-1H-pyrazol-5-yl)propanamide ClC=1C=C(C=2N(C1)C=C(N2)C(C(=O)NC2=CC(=NN2)C2CC2)C)OC(F)(F)F